C(C=1C(C(=O)[O-])=CC(C(=O)[O-])=CC1)(=O)[O-].C(#N)CCN1C(=[NH+]C=C1)C1=CC=CC=C1.C(#N)CCN1C(=[NH+]C=C1)C1=CC=CC=C1.C(#N)CCN1C(=[NH+]C=C1)C1=CC=CC=C1 1-(2-Cyanoethyl)-2-phenylimidazolium trimellitate